N1=C(C=CC(=C1)CO)C1=NC=C(C=C1)CO 2,2'-bipyridyl-5,5'-dimethanol